FC1=C(NC2=NSC3=C2C=CC=C3)C=CC=C1C1=CC3=C(OCCO3)C=C1 3-(2-fluoro-3-(1,4-benzodioxan-6-yl)anilino)benzisothiazol